C(C1=CC=CC=C1)N1N=C(N=C1)C(=O)NC1C(N(C=2N(CC1)N=C(C2)C(F)(F)F)C)=O 1-benzyl-N-(4-methyl-5-oxo-2-(trifluoromethyl)-5,6,7,8-tetrahydro-4H-pyrazolo[1,5-a][1,3]diazepin-6-yl)-1H-1,2,4-triazole-3-carboxamide